NC1=C2C(N(C(C2=CC=C1)=O)C1C(NC(CC1)=O)=O)=O 4-amino-2-(2,6-dioxopiperidin-3-yl)-2,3-dihydro-1H-isoindole-1,3-dione